CC1([C@H]2CN([C@@H]([C@@H]12)C(=O)OC)C(C(C)C=1N(N=C(C1)C(F)(F)F)C1OCCCC1)=O)C Methyl (1R,2S,5S)-6,6-dimethyl-3-[2-[2-tetrahydropyran-2-yl-5-(trifluoromethyl)pyrazol-3-yl]propanoyl]-3-azabicyclo[3.1.0]hexane-2-carboxylate